(E)-3-fluoro-2-(2-(2-fluorophenylsulfonyl)vinyl)pyridine tert-butyl-(R)-4-amino-3,3-difluoropiperidine-1-carboxylate C(C)(C)(C)OC(=O)N1CC([C@@H](CC1)N)(F)F.FC=1C(=NC=CC1)\C=C\S(=O)(=O)C1=C(C=CC=C1)F